tert.-butyl 3-amino-3-ethylazetidine-1-carboxylate NC1(CN(C1)C(=O)OC(C)(C)C)CC